tert-butyl 4-hydroxyindoline-1-carboxylate OC1=C2CCN(C2=CC=C1)C(=O)OC(C)(C)C